(9H-fluoren-9-yl)1,4,7-triazacyclononane-1-carboxylate hydrochloride Cl.C1=CC=CC=2C3=CC=CC=C3C(C12)OC(=O)N1CCNCCNCC1